tert-butyl 2-[[4-[6-[(5-bromothiazol-2-yl)methoxy]-2-pyridyl]-2,5-difluoro-phenyl]methyl]-3-[(2R)-2-methoxypropyl]benzimidazole-5-carboxylate BrC1=CN=C(S1)COC1=CC=CC(=N1)C1=CC(=C(C=C1F)CC=1N(C2=C(N1)C=CC(=C2)C(=O)OC(C)(C)C)C[C@@H](C)OC)F